(R)-(4-chlorophenyl)(3-(4-cyclopropyloxazol-2-yl)-8-methyl-5,6-dihydro-[1,2,4]triazolo[4,3-a]pyrazin-7(8H)-yl)methanone ClC1=CC=C(C=C1)C(=O)N1[C@@H](C=2N(CC1)C(=NN2)C=2OC=C(N2)C2CC2)C